2-methylbut-3-yn-2-amine CC(C)(C#C)N